N-(2,2,2-trichloroethoxycarbonyl)-4-fluorophenylalanine ClC(COC(=O)N[C@@H](CC1=CC=C(C=C1)F)C(=O)O)(Cl)Cl